N[C@@](C(=O)O)(CCCCB(O)O)CCCNC(C(=O)OC)CC(C)C (S)-2-amino-6-borono-2-(3-(1-methoxy-4-methyl-1-oxopentan-2-ylamino)propyl)hexanoic acid